7-[(2-Chloro-4-methylpyrimidin-5-yl)methyl]-7H-pyrrolo[2,3-d]pyrimidine-5-carboxylic acid methyl ester COC(=O)C1=CN(C=2N=CN=CC21)CC=2C(=NC(=NC2)Cl)C